6-(3-Chloro-6-cyano-2-fluorophenyl)-3-methyl-N-(1-((R or S)-1-(5-methyl-6-((1R,5S)-2-oxo-3-azabicyclo[3.1.0]hexan-3-yl)pyridazin-3-yl)ethyl)-1H-pyrazol-4-yl)pyrazine-2-carboxamide ClC=1C(=C(C(=CC1)C#N)C1=CN=C(C(=N1)C(=O)NC=1C=NN(C1)[C@H](C)C=1N=NC(=C(C1)C)N1C([C@@H]2C[C@@H]2C1)=O)C)F |o1:23|